[Fe+3].S(=O)(=O)=C1CC=C(C=C1)C=1C2=CC=C(N2)C(=C2C=CC(C(=C3C=CC(=C(C=4C=CC1N4)C4=CCC(C=C4)=S(=O)=O)N3)C3=CCC(C=C3)=S(=O)=O)=N2)C2=CCC(C=C2)=S(=O)=O 5,10,15,20-tetra(4-sulfonyl-phenyl)porphyrin iron (III)